BrCCC bromo-propane